OC(CC)OC1=CC=C(C=C1)C(C=CC1=CC=CC=C1)=O 1-[4-(1-Hydroxypropoxy)phenyl]-3-phenylprop-2-en-1-one